O=C1N(C=CC(N1)=O)[C@@]1(OC([C@H]2OC(O[C@H]21)(C)C)=C)C#N (3aR,4R,6aS)-4-(2,4-Dioxo-3,4-dihydropyrimidin-1(2H)-yl)-2,2-dimethyl-6-methylenetetrahydrofuro[3,4-d][1,3]dioxole-4-carbonitrile